NC1=CC(=NC(=N1)C(F)F)NC1=CC(=C(C=N1)C=1C=NN(C1)CC(C)(O)C)OC([2H])([2H])[2H] 1-(4-(6-((6-amino-2-(difluoromethyl)pyrimidin-4-yl)amino)-4-(methoxy-d3)pyridin-3-yl)-1H-pyrazol-1-yl)-2-methylpropan-2-ol